2-bromo-1-(3-hydroxyphenyl)ethane BrCCC1=CC(=CC=C1)O